methyl 2'-formyl-[1,1'-biphenyl]-4-carboxylate C(=O)C1=C(C=CC=C1)C1=CC=C(C=C1)C(=O)OC